(5-(2,4-difluorophenoxy)pyridin-2-yl)-2-((S)-2-(6-oxo-1,6-dihydropyridin-3-yl)morpholino)propanamide FC1=C(OC=2C=CC(=NC2)C(C(=O)N)(C)N2C[C@@H](OCC2)C2=CNC(C=C2)=O)C=CC(=C1)F